C(C)(C)(CCCC)S t-heptyl mercaptan